4-(2-Chloro-5-fluorophenyl)-5-(3-fluoro-5-trifluoromethylbenzoylamino)-N-methyl-2-oxo-1,2,3,4-tetrahydro-7H-pyrrolo[2,3-d]pyrimidine-7-carboxamide ClC1=C(C=C(C=C1)F)C1C2=C(NC(N1)=O)N(C=C2NC(C2=CC(=CC(=C2)C(F)(F)F)F)=O)C(=O)NC